C(C=C)(=O)OCC(CO)(CO)CO pentaerythritol mono-acrylate